diglycerin myristate C(CCCCCCCCCCCCC)(=O)O.OCC(O)CO.OCC(O)CO